NC=1C(=NC=C(N1)N1CCC(CC1)(C)NC(=O)OC(C)(C)C)SC=1C(=C(C=CC1)NC(=O)CCC(=O)O)Cl 3-({3-[(3-amino-5-{4-[(tert-butoxycarbonyl)amino]-4-methylpiperidin-1-yl}pyrazin-2-yl)sulfanyl]-2-chlorophenyl}carbamoyl)propanoic acid